2-[(2'-acetyl-2',3'-dihydro-1'H-spiro[cyclopropane-1,4'-isoquinolin]-7'-yl)amino]-6-(2,6-dichlorophenyl)imidazo[1,2-a]pyrimido[5,4-e]pyrimidin-5(6H)-one C(C)(=O)N1CC2=CC(=CC=C2C2(C1)CC2)NC=2N=CC=1C(N(C=3N(C1N2)C=CN3)C3=C(C=CC=C3Cl)Cl)=O